C(C)OC(C(\C=C/C1=CC=CC=C1)(F)F)=O Z-2,2-difluoro-4-phenylbutan-3-enoic acid ethyl ester